bis(chloromethyl)(methylcarboxyethyl)amine ClCN(CC(C(=O)O)C)CCl